1,1,1,3,3,3-hexafluoropropan-2-yl methyl carbonate C(OC(C(F)(F)F)C(F)(F)F)(OC)=O